COC(C1=CC(=C(C(=C1)NC[C@H]1OCC1)NC(CC1=C(C=C(C(=C1)F)Br)F)=O)OCCOC)=O.FC1=C(C=CC(=C1)OC(F)(F)F)I 2-fluoro-1-iodo-4-(trifluoromethoxy)benzene Methyl-(S)-4-(2-(4-bromo-2,5-difluorophenyl)acetamido)-3-(2-methoxyethoxy)-5-((oxetan-2-ylmethyl)amino)benzoate